FC1=CC=C(C=C1)C(N1C[C@@H](N(C[C@H]1C)C1=CC(N(C=2C=CC(=NC12)C#N)C)=O)C)C1=NC=C(C=C1)C(F)(F)F 8-[(2S,5R)-4-[(4-fluorophenyl)[5-(trifluoromethyl)pyridin-2-yl]methyl]-2,5-dimethylpiperazin-1-yl]-5-methyl-6-oxo-5,6-dihydro-1,5-naphthyridine-2-carbonitrile